triazole lithium salt [Li].N1N=NC=C1